1,2,3,9-tetrahydrocarbazol-4-one C1CCC(C=2C3=CC=CC=C3NC12)=O